OC(CNC(=O)C1C(CCC(C1)(C)C)C(C)C)C1=CC=CC=C1 N-(2-hydroxy-2-phenylethyl)-2-isopropyl-5,5-dimethyl-cyclohexanecarboxamide